[Cl-].CCNN1CC=CC=C1 N-(2-ethylamino)-pyridine chloride